BrC1=CC(=CC2=C1C=C(O2)CNC(OC(C)(C)C)=O)Cl tert-butyl (4-bromo-6-chlorobenzofuran-2-yl)methylcarbamate